OC1CCN(CC1)C1=NC(=NC(=C1)N1CCC(CC1)C(=O)OC)NC=1SC(=C(N1)C)C(=O)OCC 2-[[4-[4-(hydroxy)piperidin-1-yl]-6-[4-(methoxycarbonyl)-1-piperidinyl]-2-pyrimidinyl]amino]-4-methyl-5-thiazolecarboxylic acid, ethyl ester